N1C(=NC=C1)CCCC=1NC=CN1 1,3-bis(2-imidazolyl)propane